BrC1=C(C=C(C=C1)NC1=NC=NC2=CC(=C(C=C12)OC1CN(C1)C(C=C)=O)OC)Cl 1-(3-((4-((4-bromo-3-chlorophenyl)amino)-7-methoxyquinazolin-6-yl)oxy)azetidin-1-yl)prop-2-en-1-one